3-(7-bromo-6-chloro-8-fluoro-2-(((S)-5-oxopyrrolidin-2-yl)methoxy)quinazolin-4-yl)-3,8-diazabicyclo[3.2.1]octane-8-carboxylic acid tert-butyl ester C(C)(C)(C)OC(=O)N1C2CN(CC1CC2)C2=NC(=NC1=C(C(=C(C=C21)Cl)Br)F)OC[C@H]2NC(CC2)=O